N1(CCC1)C1=NC(=CC(=N1)OC1CCC1)CCCCCCCCCCCCCCCC 2-(Azetidin-1-yl)-4-cyclobutoxy-6-hexadecylpyrimidine